glucosyl-(1→2)-glucosyl-(1→2)-glucose C1([C@H](O)[C@@H](O)[C@H](O)[C@H](O1)CO)O[C@H]1C(O[C@@H]([C@H]([C@@H]1O)O)CO)O[C@@H](C=O)[C@@H](O)[C@H](O)[C@H](O)CO